[2-2H]lactate C(C(O)(C)[2H])(=O)[O-]